4-((1R,3R)-2-(bicyclo[1.1.1]pentan-1-yl)-3-methyl-2,3,4,9-tetrahydro-1H-pyrido[3,4-b]indol-1-yl)-3,5-difluorophenol C12(CC(C1)C2)N2[C@@H](C=1NC3=CC=CC=C3C1C[C@H]2C)C2=C(C=C(C=C2F)O)F